Dihexadecyl 2-(((3-(dimethylamino)propyl)(methyl)carbamoyl)oxy)pentanedioate CN(CCCN(C(=O)OC(C(=O)OCCCCCCCCCCCCCCCC)CCC(=O)OCCCCCCCCCCCCCCCC)C)C